2-((1-tert-butyl-1H-pyrazol-4-yl)amino)-4-((2-ethylbenzyl)amino)pyrimidin-5-carboxamide C(C)(C)(C)N1N=CC(=C1)NC1=NC=C(C(=N1)NCC1=C(C=CC=C1)CC)C(=O)N